1-(4-(3,5-dimethyl-4-(2,2,2-trifluoroethyl)piperazin-1-yl)-3-methylphenyl)cyclobutane-1,3-diamine CC1CN(CC(N1CC(F)(F)F)C)C1=C(C=C(C=C1)C1(CC(C1)N)N)C